Methyl 7-amino-1,3,3a,9a-tetrahydrobenzo[b]furo[3,4-e][1,4]dioxine-6-carboxylate NC1=CC2=C(OC3C(O2)COC3)C=C1C(=O)OC